COCC1=NC(=NO1)C=1C=C2CC[C@H](C2=CC1)NC(=O)C1=C(N=CO1)C (R)-N-(5-(5-(methoxymethyl)-1,2,4-oxadiazol-3-yl)-2,3-dihydro-1H-inden-1-yl)-4-methyloxazole-5-carboxamide